Hexamethylene nitrate C(CCCO[N+](=O)O)CCO[N+](=O)O